(±)-8-(2-hydroxy-2-methylcyclopentyl)-6-(difluoromethyl-d)-2-((1-((methyl-d3)sulfonyl)piperidin-4-yl-3,3,4,5,5-d5)-amino)pyrido[2,3-d]pyrimidin-7(8H)-one OC1(C(CCC1)N1C(C(=CC2=C1N=C(N=C2)NC2(C(CN(CC2([2H])[2H])S(=O)(=O)C([2H])([2H])[2H])([2H])[2H])[2H])C([2H])(F)F)=O)C